ClC1=C(C=CC(=N1)C(=O)O)[N+](=O)[O-] 6-Chloro-5-nitropyridine-2-carboxylic acid